C1(=CC=CC=C1)C1=NC(=CC(=N1)C1=C(C(=C(C(=C1N1C2=CC=C(C=C2C=2C=C(C=CC12)C)C)C1=NC(=CC=C1)C1=CC=CC=C1)N1C2=CC=C(C=C2C=2C=C(C=CC12)C)C)N1C2=CC=C(C=C2C=2C=C(C=CC12)C)C)N1C2=CC=C(C=C2C=2C=C(C=CC12)C)C)C1=CC=CC=C1 9,9',9'',9'''-(4-(2,6-diphenylpyrimidin-4-yl)-6-(6-phenylpyridin-2-yl)benzene-1,2,3,5-tetrayl)tetrakis(3,6-dimethyl-9H-carbazole)